2-methyl-5-(1-piperidinyl)piperidine dihydrochloride Cl.Cl.CC1NCC(CC1)N1CCCCC1